8-Hydroxytricyclo[5.2.1.02,6]Dec-4-Ene OC1C2C3C=CCC3C(C1)C2